eicosenedicarboxylate C(=CCCCCCCCCCCCCCCCCCC)(C(=O)[O-])C(=O)[O-]